CC1=CC=C(C(=O)N2CC(NCC2=O)=O)C=C1 4-(4-methylbenzoyl)piperazine-2,5-dione